4-(pyridin-2-ylsulfanyl)-2-sulfobutyrate N1=C(C=CC=C1)SCCC(C(=O)[O-])S(=O)(=O)O